C(C(C)(C)C)(=O)OCN1N=NC(=C1)C1CN(C1)C=1OC(=NN1)C=1C=NC(=NC1)NC1CC=2C(=NC=CC2)C1 (4-(1-(5-(2-((6,7-dihydro-5H-cyclopenta[b]pyridin-6-yl)amino)pyrimidine-5-yl)-1,3,4-oxadiazol-2-yl)azetidin-3-yl)-1H-1,2,3-triazol-1-yl)methyl pivalate